Vanadium-silicon-iron [Fe].[Si].[V]